FC1=CC(=C(C=C1)NC1=C(C(=O)NC=2C(=NC(=CC2)OC)C)C=C(C=C1)C(F)(F)F)C(C)C 2-((4-fluoro-2-isopropylphenyl)amino)-N-(6-methoxy-2-methylpyridin-3-yl)-5-(trifluoromethyl)-benzamide